methyl azetidine-3-carboxylate hydrochloride salt Cl.N1CC(C1)C(=O)OC